CN1CCC2(CC1)CC(C1=CC=C(C=C12)C1=CNC2=NC=C(C=C21)C=2CCN(CC2)C)=O 1'-methyl-6-(5-(1-methyl-1,2,3,6-tetrahydropyridin-4-yl)-1H-pyrrolo[2,3-b]pyridin-3-yl)spiro[indene-1,4'-piperidin]-3(2H)-one